[Si](C)(C)(C(C)(C)C)OC[C@H]1CC(C(N1C(=O)OC(C)(C)C)=O)(CC)CC tert-butyl (R)-5-(((tert-butyldimethylsilyl)oxy)methyl)-3,3-diethyl-2-oxopyrrolidine-1-carboxylate